O1CC[C@@H](C2=CC=CC=C12)NC(=O)C=1C=C(C=CC1)C(C)N1C(N[C@](CC1=O)(C1=CC=CC=C1)CC1CC1)=[NH2+] [(4R)-1-[1-[3-[[(4S)-chroman-4-yl]carbamoyl]phenyl]ethyl]-4-(cyclopropylmethyl)-6-oxo-4-phenyl-hexahydropyrimidin-2-ylidene]ammonium